2,6-dichloro-3-fluorotoluene ClC1=C(C)C(=CC=C1F)Cl